N-(2-((7-(2,6-dichloro-3,5-dimethoxyphenyl)-5-isopropoxy-2,6-naphthyridin-3-yl)-amino)-3-methylphenyl)acrylamide ClC1=C(C(=C(C=C1OC)OC)Cl)C1=NC(=C2C=C(N=CC2=C1)NC1=C(C=CC=C1C)NC(C=C)=O)OC(C)C